C(=O)C=1C=CC(=C(C(=O)N)C1)OC 5-FORMYL-2-METHOXY-BENZAMIDE